(3-(4-((5-chloropyridin-2-yl)oxy)phenyl)-1,2,4-oxadiazol-5-yl)methacrylic acid ClC=1C=CC(=NC1)OC1=CC=C(C=C1)C1=NOC(=N1)C=C(C(=O)O)C